(R)-N-(2-(4,4-Difluoropiperidin-1-yl)-6-methylpyrimidin-4-yl)-4-((2-hydroxy-1-methylethyl)sulfonamido)-2-(6-azaspiro[2.5]octan-6-yl)benzamide FC1(CCN(CC1)C1=NC(=CC(=N1)NC(C1=C(C=C(C=C1)NS(=O)(=O)[C@@H](CO)C)N1CCC2(CC2)CC1)=O)C)F